CC1=C(C=CC=C1[N+](=O)[O-])[C@@H](C)N (R)-1-(2-methyl-3-nitrophenyl)ethane-1-amine